(S)-3-(1-(1H-pyrazolo[3,4-b]pyridin-5-yl)pyrrolidin-3-yl)-4-methyl-N-(5-(trifluoromethyl)pyridin-3-yl)benzamide N1N=CC=2C1=NC=C(C2)N2C[C@@H](CC2)C=2C=C(C(=O)NC=1C=NC=C(C1)C(F)(F)F)C=CC2C